2-methyl-1-(5-(4-(trifluoromethyl)phenoxy)-3,4-dihydroisoquinolin-2(1H)-yl)propan-1-one CC(C(=O)N1CC2=CC=CC(=C2CC1)OC1=CC=C(C=C1)C(F)(F)F)C